OCCCCl.[NH+]1=CC=CC=C1 pyridinium hydroxypropyl chloride salt